(5-chloropyridin-2-yl)boranediol ClC=1C=CC(=NC1)B(O)O